N-(3-(3-aminopropoxy)propyl)-N5-((1R,2S,5R)-5-(isopropyl(methyl)amino)-2-((S)-2-oxo-3-((6-(trifluoromethyl)quinazolin-4-yl)amino)pyrrolidin-1-yl)cyclohexyl)glutaramide NCCCOCCCNC(CCCC(=O)N[C@H]1[C@H](CC[C@H](C1)N(C)C(C)C)N1C([C@H](CC1)NC1=NC=NC2=CC=C(C=C12)C(F)(F)F)=O)=O